CC1=CC(=NN1)NC1=CC=2N(C(=N1)NC1CC3CCC(C1)N3CCC#N)C=CN2 3-((3-exo)-3-((7-((5-methyl-1H-pyrazol-3-yl)amino)imidazo[1,2-c]pyrimidin-5-yl)amino)-8-azabicyclo[3.2.1]oct-8-yl)propionitrile